2-({[cis-4-(6-amino-2-chloro-9H-purin-9-yl)cyclohexyl]carbonyl}amino)-1,3-benzothiazole-6-carboxamide NC1=C2N=CN(C2=NC(=N1)Cl)[C@H]1CC[C@H](CC1)C(=O)NC=1SC2=C(N1)C=CC(=C2)C(=O)N